5-((2-hexyldecyl)amino)-5-oxopentanoic acid C(CCCCC)C(CNC(CCCC(=O)O)=O)CCCCCCCC